[(E)-1,2-difluoro-2-(4-tetrahydropyran-2-yloxyphenyl)vinyl]-triethyl-silane F/C(=C(/C1=CC=C(C=C1)OC1OCCCC1)\F)/[Si](CC)(CC)CC